N-((S)-(4,4-difluorocyclohexyl)(5-(((S)-2-oxo-4-(trifluoromethyl)imidazolidin-1-yl)methyl)benzo[d]oxazol-2-yl)methyl)-2,2-difluoro-2-phenylacetamide FC1(CCC(CC1)[C@H](NC(C(C1=CC=CC=C1)(F)F)=O)C=1OC2=C(N1)C=C(C=C2)CN2C(N[C@@H](C2)C(F)(F)F)=O)F